NC=1C=CC(=C(C1)NC1=NC(=NC=C1C(F)(F)F)NC=1C=NN(C1)C)F N4-(5-amino-2-fluorophenyl)-N2-(1-methyl-1H-pyrazol-4-yl)-5-(trifluoromethyl)pyrimidine-2,4-diamine